CN(CC(=O)N[C@@H]1C[C@H](N(CC1)CC1=C2C=CN(C2=C(C=C1OC)C)C(=O)OC(C)(C)C)C1=CC=C(C=C1)C(=O)OC)C tert-butyl 4-{[(2S,4S)-4-[2-(dimethylamino) acetamido]-2-[4-(methoxycarbonyl) phenyl] piperidin-1-yl] methyl}-5-methoxy-7-methyl-1H-indole-1-carboxylate